FC(C(=O)N[C@@H]1[C@H](N(C(C1)=O)C=1C=C2C(=CN1)N(N=C2)C2=CC=C(C=C2)F)C2=CC=CC=C2)(C)F |r| 2,2-difluoro-N-[rac-(2R,3S)-1-[1-(4-fluorophenyl)pyrazolo[3,4-c]pyridin-5-yl]-5-oxo-2-phenylpyrrolidin-3-yl]propanamide